BrC=1C(N(C(C1Br)=O)C1=CC=C(C=C1)C(\C=C\C1=CC=C(C=C1)O)=O)=O 3,4-Dibromo-1-[4-[(E)-3-(4-hydroxyphenyl)prop-2-enoyl]phenyl]pyrrole-2,5-dione